CNC1CN(CCC1)C(=O)OC(C)(C)C tert-butyl 3-(methylamino)piperidine-1-carboxylate